dicarboxymethyl-L-lysine C(=O)(O)C(C(=O)O)N[C@@H](CCCCN)C(=O)O